BrC=1C(=NC=C(N1)C1CC1)N 3-bromo-5-cyclopropylpyrazin-2-amine